FC1=NC=C(C(=C1)OC)B1OC(C(O1)(C)C)(C)C 2-Fluoro-4-methoxy-5-(4,4,5,5-tetramethyl-1,3,2-dioxaborolan-2-yl)pyridine